1-(4-(N-(6-(8-(benzo[d]thiazol-2-ylcarbamoyl)-3,4-dihydroisoquinolin-2(1H)-yl)-3-(1-(cyclohexylmethyl)-5-methyl-1H-pyrazol-4-yl)picolinoyl)sulfamoyl)-2-cyanophenyl)piperidine S1C(=NC2=C1C=CC=C2)NC(=O)C=2C=CC=C1CCN(CC21)C2=CC=C(C(=N2)C(=O)NS(=O)(=O)C2=CC(=C(C=C2)N2CCCCC2)C#N)C=2C=NN(C2C)CC2CCCCC2